CC(C)(C)[S@@](=O)N[C@@H](C)C1=CC(=CC=C1)OC(F)(F)F (R)-2-Methyl-N-((S)-1-(3-(trifluoromethoxy)phenyl)ethyl)propane-2-sulfinamide